ClC1=CC=C(C=C1)CC[C@@H](C(=O)O)NC(=O)OCC1C2=CC=CC=C2C=2C=CC=CC12 (2S)-4-(4-chlorophenyl)-2-(9H-fluoren-9-ylmethoxycarbonyl-amino)butanoic acid